NC1=NC(=C(C=2N1C(N(N2)CC(=O)N)=O)C2=CC(=NC(=C2)C)C)C2=CC=CC=C2 2-[5-amino-8-(2,6-dimethyl-4-pyridinyl)-3-oxo-7-phenyl-[1,2,4]triazolo[4,3-c]pyrimidin-2-yl]acetamide